C(CCCCCCC)C1=C(C=CC=C1)OC octyl-anisol